FC1CC(C1)NC(=O)NCC1=CC(=NC=C1)OCC(F)(F)F 1-((1r,3r)-3-fluorocyclobutyl)-3-[[2-(2,2,2-trifluoroethoxy)pyridin-4-yl]methyl]urea